trans-tert-butyl (4-((5-chloro-4-(4'-fluoro-[1,1'-biphenyl]-3-yl)pyrimidin-2-yl)amino)cyclohexyl)carbamate ClC=1C(=NC(=NC1)N[C@@H]1CC[C@H](CC1)NC(OC(C)(C)C)=O)C=1C=C(C=CC1)C1=CC=C(C=C1)F